4-(3-fluorophenyl)-1,4-dihydrobenzo[f]quinoxaline-2,3-dione FC=1C=C(C=CC1)N1C(C(NC=2C3=C(C=CC12)C=CC=C3)=O)=O